BrC=1C=CC(=NC1)O[C@H]1CN(CC1)CC(F)(F)F |r| (±)-5-bromo-2-((1-(2,2,2-trifluoroethyl)pyrrolidin-3-yl)oxy)pyridine